N1(C=NC=C1)C=1C(=NC=CC1C(F)(F)F)C(=O)NC1=CC=NC=C1 (1H-imidazol-1-yl)-N-(pyridin-4-yl)-4-(trifluoromethyl)pyridinecarboxamide